O1CCC(CC1)C(=O)OCC(CN1N=C(C=2C(NCC3(CCOCC3)CC21)=O)CC)(C)C [3-(3-ethyl-4-oxo-spiro[6,8-dihydro-5H-pyrazolo[4,3-c]azepine-7,4'-tetrahydropyran]-1-yl)-2,2-dimethyl-propyl] tetrahydro-pyran-4-carboxylate